C(C)(=O)OCO[P@@](=O)(OC1=CC=C(C=C1)C(C)(C)C)OC[C@H]1O[C@@]([C@@H]([C@@H]1O)O)(C#N)C1=CC=C2C(=NC=NN21)N (((R)-(((2R,3S,4R,5R)-5-(4-aminopyrrolo[2,1-f][1,2,4]triazine-7-yl)-5-cyano-3,4-dihydroxytetrahydrofuran-2-yl)methoxy)(4-tert-butylphenoxy)phosphoryl)oxy)methyl acetate